C1(CC1)OC1=CC2=C(CN(CCC2)C2=CC(=C(C(=C2)C)NC(CC(C)(C)C)=O)C)C=C1 N-(4-(7-Cyclopropoxy-1,3,4,5-tetrahydro-2H-benzo[c]azepin-2-yl)-2,6-dimethylphenyl)-3,3-dimethylbutyramide